C1(CC1)C(\C=C/O)=O (Z)-3-cyclopropyl-3-oxoprop-1-en-1-ol